C(C)(C)N secpropylamine